C(C1=CC=CC=C1)(=O)N(C(OC(C)(C)C)=O)C=1O[C@H](C([C@@](N1)(C)C1=NC(=CC=C1F)Br)(F)F)C(F)(F)F tert-Butyl benzoyl((4R,6R)-4-(6-bromo-3-fluoropyridin-2-yl)-5,5-difluoro-4-methyl-6-(trifluoromethyl)-5,6-dihydro-4H-1,3-oxazin-2-yl)carbamate